3-[2,4-bis(trifluoromethyl)phenyl]-1-[3-(6-chloro-1,2-diazin-3-yl)prop-2-ynyl]-7-fluoro-2,3,4,5-tetrahydro-1H-1-benzazepin-2-one FC(C1=C(C=CC(=C1)C(F)(F)F)C1C(N(C2=C(CC1)C=C(C=C2)F)CC#CC=2N=NC(=CC2)Cl)=O)(F)F